C12C3CC3C(C(C1)C(=O)N)O2 8-oxatricyclo[3.2.1.02,4]Octane-6-carboxamide